1-(5-chloro-4-{[6-chloro-7-(7-methyl-2,7-diazaspiro[4.4]nonan-2-yl)quinazolin-2-yl]amino}-1H-pyrazol-1-yl)-2-methylpropan-2-ol ClC1=C(C=NN1CC(C)(O)C)NC1=NC2=CC(=C(C=C2C=N1)Cl)N1CC2(CC1)CN(CC2)C